NCC(=O)N1C(C=2N(CC1)C(=C(N2)C2=CC(=C(C=C2)F)C)NC2=CC=C(C=C2)F)(C)C 2-amino-1-(2-(4-fluoro-3-methylphenyl)-3-((4-fluorophenyl)amino)-8,8-dimethyl-5,6-dihydroimidazo[1,2-a]pyrazin-7(8H)-yl)ethan-1-one